di(2-fluorocyclohexyl) (2,2,2-trifluoroethyl)phosphonate FC(CP(OC1C(CCCC1)F)(OC1C(CCCC1)F)=O)(F)F